C(N)(=O)C1CCC(CC1)N1C2=NC(=NC=C2N=C1NC1=C(C=C(C=C1F)F)F)N[C@H]1CN(CCC1)C(=O)NC1=CC=CC=C1 (R)-3-(9-((1s,4S)-4-carbamoylcyclohexyl)-8-(2,4,6-trifluorophenylamino)-9H-purin-2-ylamino)-N-phenylpiperidine-1-carboxamide